The molecule is a lipid A where the free primary hydroxy group of lipid A has a branched decasaccharide attached. It is a member of lipid As, a dodecanoate ester and a tetradecanoate ester. It is a conjugate acid of a lipid A-core(10-). CCCCCCCCCCCCCC(=O)O[C@H](CCCCCCCCCCC)CC(=O)O[C@@H]1[C@H]([C@@H](O[C@@H]([C@H]1OP(=O)(O)O)CO[C@@]2(C[C@H]([C@H]([C@H](O2)[C@@H](CO)O)O[C@@H]3[C@H]([C@H]([C@@H]([C@H](O3)[C@H](CO)O)OP(=O)(O)O)O[C@@H]4[C@H]([C@H]([C@@H]([C@H](O4)[C@H](COC5[C@H]([C@H]([C@@H]([C@H](O5)[C@H](CO)O)O)O)O)O)OP(=O)(O)O)OC6[C@@H]([C@H]([C@@H]([C@H](O6)COC7[C@@H]([C@H]([C@H]([C@H](O7)CO)O)O)O)O)OC8[C@@H]([C@H]([C@@H]([C@H](O8)CO)O)O)OC9[C@@H]([C@H]([C@@H]([C@H](O9)COC1[C@H]([C@H]([C@@H]([C@H](O1)[C@H](CO)O)O)O)O)O)O)O)O)O)O)O[C@@]1(C[C@H]([C@H]([C@H](O1)[C@@H](CO)O)O)O)C(=O)O)C(=O)O)OC[C@@H]1[C@H]([C@@H]([C@H]([C@H](O1)OP(=O)(O)O)NC(=O)C[C@@H](CCCCCCCCCCC)O)OC(=O)C[C@@H](CCCCCCCCCCC)O)O)NC(=O)C[C@@H](CCCCCCCCCCC)OC(=O)CCCCCCCCCCC